ClC=1C=C(C=2C(N1)=C(N(N2)COCC[Si](C)(C)C)NC)C=O C5-chloro-3-(methylamino)-2-((2-(trimethylsilyl)ethoxy)methyl)-2H-pyrazolo[4,3-b]pyridine-7-carbaldehyde